CC(C[C@@H](C(N[C@@H](C[C@H]1C(NCC1)=O)C(COC1=C(C(=CC(=C1F)F)F)F)=O)=O)NC(=O)C=1NC2=CC=C(C=C2C1)F)(C)C N-((S)-4,4-dimethyl-1-oxo-1-(((S)-3-oxo-1-((S)-2-oxopyrrolidin-3-yl)-4-(2,3,5,6-tetrafluorophenoxy)butan-2-yl)amino)pentan-2-yl)-5-fluoro-1H-indole-2-carboxamide